OC(C)C=1C(=NC(=CC1)N1C=NC2=C1C=C(C(=C2)NC=2N=NC(=CC2)C)OCCOC)N2N=C(C=C2C)C#N 1-[3-(1-Hydroxyethyl)-6-[6-(2-methoxyethoxy)-5-[(6-methylpyridazin-3-yl)amino]benzimidazol-1-yl]-2-pyridyl]-5-methyl-pyrazole-3-carbonitrile